5-(cyclohexyloxy)-N-(5-(5-methoxypyridin-2-yl)-1H-1,2,4-triazol-3-yl)pyridin-2-amine C1(CCCCC1)OC=1C=CC(=NC1)NC1=NNC(=N1)C1=NC=C(C=C1)OC